[N+](=O)([O-])C=1C=NN(C1)C(C(C)O)C racemic-syn-3-(4-nitro-1H-pyrazol-1-yl)butan-2-ol